1-{2-[5-(4-cyclopropylphenyl)-3-(ethylsulfonyl)pyridin-2-yl]-3-methyl-3H-imidazo[4,5-b]pyridin-6-yl}ethan-1-one C1(CC1)C1=CC=C(C=C1)C=1C=C(C(=NC1)C1=NC=2C(=NC=C(C2)C(C)=O)N1C)S(=O)(=O)CC